SCCSC(CCS)S 2-mercaptoethylthio-1,3-propanedithiol